6-methyl-4-[3-(trifluoromethyl)-7,8-dihydro-5H-1,6-naphthyridin-6-yl]quinazoline CC=1C=C2C(=NC=NC2=CC1)N1CC=2C=C(C=NC2CC1)C(F)(F)F